S1C(=NC2=C1C=CC=C2)C2=CC(=C(OCCCCCCOC1=CC3=C(C=CC(O3)=O)C=C1)C=C2)OC 7-(6-(4-(benzo[d]thiazol-2-yl)-2-methoxyphenoxy)hexyloxy)-2H-benzopyran-2-one